C(#N)C1=CC(=C(COC2=CC=CC(=N2)C2=CC=C(C=C2)CC(=O)NC2=C(C=C(C(=O)OC)C=C2)NC[C@H]2OCC2)C=C1)F methyl (S)-4-(2-(4-(6-((4-cyano-2-fluorobenzyl)oxy)pyridin-2-yl)phenyl)acetamido)-3-((oxetan-2-ylmethyl)amino)benzoate